C(C)(C)(C)C=1C=C(ON2NC(=CC(=N2)OC2=CC(=C(C(=C2)C(C)(C)C)O)C(C)(C)C)OC2=CC(=C(C(=C2)C(C)(C)C)O)C(C)(C)C)C=C(C1O)C(C)(C)C 2,4,6-tris(3,5-di-t-butyl-4-hydroxyphenoxy)-1,2,3-triazine